quercetin 3'-sulfate S(=O)(=O)(O)OC=1C=C(C=2OC=3C=C(C=C(C3C(C2O)=O)O)O)C=CC1O